5-(2-fluoro-6-hydroxy-4-(((3-methoxy-6-methylpyrazin-2-yl)amino)methyl)phenyl)-1,2,5-thiadiazolidin-3-one 1,1-dioxide FC1=C(C(=CC(=C1)CNC1=NC(=CN=C1OC)C)O)N1CC(NS1(=O)=O)=O